ClC=1C(=NC=CC1)N1N=C(C=C1C(=O)NC=1C(=CC=2N(C1C(=O)NC)N=CC2)C)OC 6-(1-(3-chloropyridin-2-yl)-3-methoxy-1H-pyrazole-5-carboxamido)-N,5-dimethylpyrazolo[1,5-a]pyridine-7-carboxamide